C(C(=O)O)(=O)O.NCCOCCOCCOCCNC(OC(C)(C)C)=O tertbutyl (2-(2-(2-(2-aminoethoxy)ethoxy)ethoxy)ethyl)carbamate oxalate